1-(3-bromo-5-chlorophenyl)-3-(5-bromo-2-hydroxymethylphenyl)urea BrC=1C=C(C=C(C1)Cl)NC(=O)NC1=C(C=CC(=C1)Br)CO